O=C1NC(C=CC1N1C(C2=CC(=C(C=C2C1=O)N1CCN(CC1)C(CC1CCN(CC1)C(=O)OC(C)(C)C)=O)F)=O)=O 2-methylpropane-2-yl 4-(2-{4-[2-(2,6-dioxopyridine-3-yl)-6-fluoro-1,3-dioxo-2,3-dihydro-1H-isoindol-5-yl]piperazine-1-yl}-2-oxoethyl)piperidine-1-carboxylate